ClC1=CC(=C(C=C1)COC1=NC=CC=C1N1CC2CCC(C1)N2CC=2N(C1=C(N2)C=CC(=C1)C(=O)O)C[C@H]1OCC1)F 2-[(3-{2-[(4-chloro-2-fluorophenyl)methoxy]pyridin-3-yl}-3,8-diazabicyclo[3.2.1]octan-8-yl)methyl]-3-[(2S)-oxetan-2-ylmethyl]-1,3-benzodiazole-5-carboxylic acid